tert-butyl ((3r,4r)-1-(5-(3-cyano-6-ethoxypyrazolo[1,5-a]pyridin-4-yl)pyridin-2-yl)-4-hydroxypiperidin-3-yl)carbamate C(#N)C=1C=NN2C1C(=CC(=C2)OCC)C=2C=CC(=NC2)N2C[C@H]([C@@H](CC2)O)NC(OC(C)(C)C)=O